OC1=C(C=CC(=C1)C(F)(F)F)C1=C2C(=C(N=N1)NCC1CCC(N1)=O)C=NC=C2 5-[[[1-[2-hydroxy-4-(trifluoromethyl)phenyl]pyrido[3,4-d]pyridazin-4-yl]amino]methyl]pyrrolidin-2-one